FC(C(=O)O)(F)F.FC1=C(OCC2=C(C=CC=C2)C2CCNCC2)C(=CC(=C1)F)F 4-[2-(2,4,6-Trifluorophenoxymethyl)phenyl]piperidine trifluoroacetate